(R)-1-methyl-4-((4-methyl-1,2,3-thiadiazol-5-yl)methyl)-N-(1-methylcyclopropyl)-5-oxo-1,2,4,5-tetrahydroimidazo[1,2-a]quinazoline-7-sulfonamide C[C@@H]1CN=C2N1C1=CC=C(C=C1C(N2CC2=C(N=NS2)C)=O)S(=O)(=O)NC2(CC2)C